(R)-4-[(3-chloro-4-methoxybenzyl)amino]-2-[2-(hydroxymethyl)-1-pyrrolidinyl]-N-(2-pyrimidinylmethyl)-5-pyrimidinecarboxamide ClC=1C=C(CNC2=NC(=NC=C2C(=O)NCC2=NC=CC=N2)N2[C@H](CCC2)CO)C=CC1OC